2-(2-hydroxyphenyl)Ethyl acetate C(C)(=O)OCCC1=C(C=CC=C1)O